1,2-bis(4-hydroxymethylcyclohexyl)ethylene OCC1CCC(CC1)C=CC1CCC(CC1)CO